ClC1=C(C(=CC=C1)C)N1C(N(C2=NC=NC=C2C1)C1CCN(CC1)CC)=O 3-(2-chloro-6-methyl-phenyl)-1-(1-ethyl-4-piperidyl)-4H-pyrimido[4,5-d]pyrimidin-2-one